1,7-dibromo-N,N'-didodecyl-perylenetetracarboxylic acid diimide BrC1(C(C(=C2C(=CC=C3C4=C(C=CC5=CC=CC(C1=C23)=C45)Br)C(=O)O)C(=O)O)C(O)=NCCCCCCCCCCCC)C(O)=NCCCCCCCCCCCC